4-bromo-3-(propan-2-yl)pyridine lithium [Li].BrC1=C(C=NC=C1)C(C)C